C1(C(C(C2C(C1O)O2)O)O)O The molecule is an epoxide resulting from the epoxidation of the double bond of a conduritol. It is a cyclitol, an epoxide and a tetrol. It derives from a conduritol.